C(C)OC(CC1CN(CC1)C1=C(C=C(C=C1F)Br)F)=O 2-[1-(4-bromo-2,6-difluoro-phenyl)pyrrolidin-3-yl]Acetic acid ethyl ester